NC=1C(=NC(=C(C1)C(F)(F)F)OC)C(=O)NCC(C(F)(F)F)(C)N 3-Amino-N-(2-amino-3,3,3-trifluoro-2-methylpropyl)-6-methoxy-5-(trifluoromethyl)picolinamide